NCC(C(O)C1=NC(=CC=C1)C(F)(F)F)(F)F 3-amino-2,2-difluoro-1-(6-(trifluoromethyl)pyridin-2-yl)propan-1-ol